FC1=C(C=O)C=C(C(=C1)[N+](=O)[O-])F 2,5-difluoro-4-nitrobenzaldehyde